2-(4-bromophenyl)-4-phenyl-quinoline BrC1=CC=C(C=C1)C1=NC2=CC=CC=C2C(=C1)C1=CC=CC=C1